(1S,2S)-N-[8-amino-6-(1-methylpyrazol-4-yl)cinnolin-3-yl]-2-fluoro-cyclopropanecarboxamide NC=1C=C(C=C2C=C(N=NC12)NC(=O)[C@H]1[C@H](C1)F)C=1C=NN(C1)C